C(C)(C)(C)OC(=O)N(CCC1=NC(=CC=C1[N+](=O)[O-])OC)CC1=C(C=CC(=C1F)Cl)NC1=C(C(=O)OC)C=C(C(=C1)F)F Methyl 2-((2-(((tert-butoxycarbonyl)(2-(6-methoxy-3-nitropyridin-2-yl)ethyl)-amino)methyl)-4-chloro-3-fluorophenyl)amino)-4,5-difluorobenzoate